C(#N)CC1(CC1)CNC=1C=C(C(=O)[O-])C=CC1 3-(((1-(cyanomethyl)cyclopropyl)methyl)amino)benzoate